(R)-6-(5-amino-1-methyl-1H-pyrazol-4-yl)-4-(1-(pyridin-2-yl)ethoxy)pyrazolo[1,5-a]pyridine-3-carbonitrile NC1=C(C=NN1C)C=1C=C(C=2N(C1)N=CC2C#N)O[C@H](C)C2=NC=CC=C2